C(C)(C)(C)OC(NCCCCC=O)=O (5-OXO-PENTYL)-CARBAMIC ACID TERT-BUTYL ESTER